(S)-N-(5-azido-1-(cyclobutylamino)-1-oxopent-3-yl)-1-cyclopentyl-5-(2-(trifluoromethyl)phenyl)-1H-pyrazole-3-carboxamide N(=[N+]=[N-])CC[C@@H](CC(=O)NC1CCC1)NC(=O)C1=NN(C(=C1)C1=C(C=CC=C1)C(F)(F)F)C1CCCC1